BrC1=C(C(=C(C2=C1OC1=C2C(=C(C(=C1C1=C(C(=C(C(=C1[2H])[2H])[2H])[2H])[2H])[2H])[2H])[2H])[2H])[2H])[2H] 4-bromo-6-(phenyl-d5)dibenzo[b,d]furan-1,2,3,7,8,9-d6